C(C)(C)(C)OC(=O)NCCCCN(C(OC(C)(C)C)=O)CCC#N tert-butyl (4-((tert-butoxycarbonyl)amino)butyl)(2-cyanoethyl)carbamate